C(#N)C1=C(C=CC(=C1)C(F)(F)F)N1CCC(CC1)(C(=O)N[C@H]1CN(CC1)C)C=1C=C(C(=NC1)C=1C(=NC=CC1)OC)F 1-[2-cyano-4-(trifluoromethyl)phenyl]-4-{3-fluoro-2'-methoxy-[2,3'-bipyridinyl]-5-yl}-N-[(3R)-1-methylpyrrolidin-3-yl]piperidine-4-carboxamide